OCCOC=1C(=C(C2=C(C=CC=C2C1)C1=CC2=CC=CC=C2C=C1)C1=CC=CC2=CC=CC(=C12)C1=CC2=CC=CC=C2C=C1)OCCO bis(2-hydroxyethoxy)-8,8'-bis(2-naphthyl)-1,1'-binaphthyl